N5-(1-((carboxymethyl)amino)-3-mercapto-1-oxopropan-2-yl)glutamine C(=O)(O)CNC(C(CS)NC(CC[C@H](N)C(=O)O)=O)=O